methyl 2-chloro-6,6-dimethyl-5,6,7,8-tetrahydroquinoline-3-carboxylate ClC1=NC=2CCC(CC2C=C1C(=O)OC)(C)C